C(C)OC(CN1C(C2=CC=C(C=C2CC1)OC\C(=C/F)\CNC(=O)OC(C)(C)C)=O)=O 2-[6-[(Z)-2-[(tert-butyloxycarbonylamino)methyl]-3-fluoro-allyloxy]1-oxo-3,4-Dihydroisoquinolin-2-yl]Acetic acid ethyl ester